3-((3-Fluoro-4-(4-(4-(4,4,5,5-tetramethyl-1,3,2-dioxaborolan-2-yl)phenyl)piperidin-1-yl)phenyl)amino)piperidine-2,6-dione FC=1C=C(C=CC1N1CCC(CC1)C1=CC=C(C=C1)B1OC(C(O1)(C)C)(C)C)NC1C(NC(CC1)=O)=O